amino-7-cyclopropyl-1-(2-methylpyridin-3-yl)pyrido[2,3-d]pyrimidin-2(1H)-one NC=1C2=C(N(C(N1)=O)C=1C(=NC=CC1)C)N=C(C=C2)C2CC2